C(C)O[Si](O[Si](OCC)(OCC)CCCN(CCC)CCC)(OCC)CCCN(CCC)CCC 3,3'-(1,1,3,3-tetraethoxydisiloxane-1,3-diyl)bis(N,N-dipropylpropan-1-amine)